2,4,6-Tribromophenylacrylate BrC1=C(C(=CC(=C1)Br)Br)OC(C=C)=O